FC(COC(=C(C(C(C(C(F)(F)F)(F)F)(F)F)(F)F)F)F)(F)F perfluorohexenyl trifluoroethyl ether